trans-6-iodo-2-methyl-3-hydroxy-3,4-dihydroquinoline-1(2H)-carboxylic acid methyl ester COC(=O)N1[C@H]([C@@H](CC2=CC(=CC=C12)I)O)C